6-(((tert-butyldiphenylsilyl)oxy)methyl)-10,14-dimethylpentadeca-5,9,13-trien-2-one [Si](C1=CC=CC=C1)(C1=CC=CC=C1)(C(C)(C)C)OCC(=CCCC(C)=O)CCC=C(CCC=C(C)C)C